OC([C@H](N)C(=O)O)C(=O)O 3-Hydroxyaspartic acid